1-methyl-1H-indol-4-amine CN1C=CC=2C(=CC=CC12)N